FC=1C=CC=C2C=C(NC(C12)=O)CCCN1CCC(CC1)OC1=CC=C(C#N)C=C1 4-((1-(3-(8-fluoro-1-oxo-1,2-dihydroisoquinolin-3-yl)propyl)piperidin-4-yl)oxy)benzonitrile